n-butane oxygen carbon [C].[O].CCCC